2-bromo-8-methoxy-10,10-dimethyl-11-phenyl-10H-indeno[1,2-b]quinoline BrC=1C=C2C(=C3C(=NC=4C=CC(=CC4C3(C)C)OC)C2=CC1)C1=CC=CC=C1